CN1N=C(C=C1)N1CC2N(C(C1)C2)C(=O)NC2=CC(=C(C=C2)C)C2=NC=CC=C2 3-(1-methylpyrazol-3-yl)-N-(4-methyl-3-pyridin-2-ylphenyl)-3,6-diazabicyclo[3.1.1]heptane-6-carboxamide